3-chloro-N-(5-hydroxy-3,4,6-trimethylpyridin-2-yl)benzo[b]thiophene-2-carboxamide ClC=1C2=C(SC1C(=O)NC1=NC(=C(C(=C1C)C)O)C)C=CC=C2